tert-butyl (S)-4-(3-(2,6-bis(benzyloxy)pyridin-3-yl)-1-methyl-1H-indazol-6-yl)-2-methylpiperazine-1-carboxylate C(C1=CC=CC=C1)OC1=NC(=CC=C1C1=NN(C2=CC(=CC=C12)N1C[C@@H](N(CC1)C(=O)OC(C)(C)C)C)C)OCC1=CC=CC=C1